5-[3-((R)-(+)-6,8-Dibromo-1,2,3,4-tetrahydro-quinolin-4-ylamino)-propylamino]-4H-thieno[3,2-b]pyridine-7-one BrC=1C=C2[C@@H](CCNC2=C(C1)Br)NCCCNC1=CC(C2=C(N1)C=CS2)=O